1-dodecyl-3-methyl-imidazolium C(CCCCCCCCCCC)N1C=[N+](C=C1)C